N-(1-(2-chloro-6-methylphenyl)-1,7-dihydropyrano[3,4-c]pyrazol-4(5H)-ylidene)-2-methylpropane-2-sulfinamide ClC1=C(C(=CC=C1)C)N1N=CC2=C1COCC2=NS(=O)C(C)(C)C